O[C@@H]1C[C@H](N(C1)C([C@H](C(C)(C)C)N1N=NC(=C1)C=1C=NC(=CC1)OC(C)C)=O)C(=O)NC (2S,4R)-4-hydroxy-1-[(2S)-2-[4-(6-isopropoxy-3-pyridyl)triazol-1-yl]-3,3-dimethyl-butanoyl]-N-methyl-pyrrolidine-2-carboxamide